2,7-dichloro-N-(thiazol-2-ylmethyl)pyrrolo[2,1-f][1,2,4]triazin-4-amine ClC1=NN2C(C(=N1)NCC=1SC=CN1)=CC=C2Cl